[N-]=C=S.C(CCC)C=1C=C(C(=CC1)C1=C(C=CC=C1F)F)C1=CC=CC=C1 4'-butyl-2,6-difluoro-terphenyl isothiocyanate